monomethyl-trichlorotin C[Sn](Cl)(Cl)Cl